FC(C=1C=C(C(Br)Br)C=CC1)(F)F 3-(trifluoromethyl)bromobenzyl bromide